CC1N(CCC2CCCCC12)C(=O)[O-] 1-methyl-3,4,4a,5,6,7,8,8a-octahydro-1H-isoquinoline-2-carboxylate